butyl (R or S)-2-(4-cyclopropyl-2-((triisopropylsilyl)oxy)phenyl)-8-oxo-2,3,4,5a,6,7,8,9-octahydro-5H-1,2,5,7-tetraazabenzo[cd]azulene-5-carboxylate C1(CC1)C1=CC(=C(C=C1)N1N=C2CC(NC[C@H]3C2=C1CCN3C(=O)OCCCC)=O)O[Si](C(C)C)(C(C)C)C(C)C |o1:16|